β-fluoro-β-(2,2,2-trifluoroethoxy)styrene FC(=CC1=CC=CC=C1)OCC(F)(F)F